3-[(1S)-1-aminoethyl]-7-bromo-6-chloro-1H-quinolin-2-one N[C@@H](C)C=1C(NC2=CC(=C(C=C2C1)Cl)Br)=O